2-((2S,4S)-1-acryloyl-4-(8-chloro-6-fluoro-7-(4-fluoro-3-methylphenyl)-4-(((S)-1-methylpyrrolidin-2-yl)methoxy)-1H-[1,2,3]triazolo[4,5-c]quinolin-1-yl)piperidin-2-yl)acetonitrile C(C=C)(=O)N1[C@@H](C[C@H](CC1)N1N=NC=2C(=NC=3C(=C(C(=CC3C21)Cl)C2=CC(=C(C=C2)F)C)F)OC[C@H]2N(CCC2)C)CC#N